3-(tetrahydro-2H-pyran-2-yl)-7,8,9,10-tetrahydrocyclohepta[e]indazol-6(3H)-one O1C(CCCC1)N1N=CC=2C3=C(C=CC12)C(CCCC3)=O